C(C1=CC=CC=C1)OCC1CCC(CC1)C(=O)NC=1C=C(C(=O)OC)C=CC1O Methyl 3-((1r,4r)-4-((benzyloxy)methyl)cyclohexanecarboxamido)-4-hydroxybenzoate